2-(6-(3,5-dimethylisoxazol-4-yl)-3-phenyl-1H-pyrrolo[3,2-b]pyridin-1-yl)-3-ethoxybenzonitrile CC1=NOC(=C1C=1C=C2C(=NC1)C(=CN2C2=C(C#N)C=CC=C2OCC)C2=CC=CC=C2)C